C(C)(CC)N(C(=O)OCC1=C(N=NN1C)C1=CC=C(C(=N1)C)C#CC1(CC1)CC(=O)O)C 2-(1-((6-(5-(((sec-butyl(methyl)carbamoyl)oxy)methyl)-1-methyl-1H-1,2,3-triazol-4-yl)-2-methylpyridin-3-yl)ethynyl)cyclopropyl)acetic acid